FC1=CC2=C(N=C(N=C2)C2CN(CCC2)C)N=C1C1=C(C=C(C=C1C)C)O 2-(6-fluoro-2-(1-methylpiperidin-3-yl)pyrido[2,3-d]pyrimidin-7-yl)-3,5-dimethylphenol